(2R,4S)-N-((S)-1-(((6-Amino-2-methylpyridin-3-yl)methyl)amino)-1-oxopropan-2-yl)-4-(4-(2-oxopyrrolidin-1-yl)benzyl)pyrrolidine-2-carboxamide Di-trifluoroacetate salt FC(C(=O)O)(F)F.FC(C(=O)O)(F)F.NC1=CC=C(C(=N1)C)CNC([C@H](C)NC(=O)[C@@H]1NC[C@H](C1)CC1=CC=C(C=C1)N1C(CCC1)=O)=O